1-{2-[(3S,4R)-1-[(3R,4R)-1-Cyclopentyl-3-fluoro-4-(4-methoxyphenyl)pyrrolidin-3-carbonyl]-4-(methoxymethyl)pyrrolidin-3-yl]-5-(trifluoromethyl)phenyl}piperidin C1(CCCC1)N1C[C@]([C@@H](C1)C1=CC=C(C=C1)OC)(C(=O)N1C[C@@H]([C@H](C1)COC)C1=C(C=C(C=C1)C(F)(F)F)N1CCCCC1)F